N-[2-chloro-5-[3-cyano-4-(1-phenylethylamino)-6-quinolyl]-3-pyridyl]methanesulfonamide ClC1=NC=C(C=C1NS(=O)(=O)C)C=1C=C2C(=C(C=NC2=CC1)C#N)NC(C)C1=CC=CC=C1